C(C)(C)(C)[C@@]12[C@H]([C@H](C[C@H](CC1)N2)N(C)C2=NC=C(N=C2)C2=C(C=C(C=C2)Cl)OCOC)F tert-butyl-(1R,2S,3S,5S)-3-([5-[4-chloro-2-(methoxymethoxy)phenyl]pyrazin-2-yl](methyl)amino)-2-fluoro-8-azabicyclo[3.2.1]octane